CN1C[C@H](C=C2C3=C4C(C[C@@H]12)=CNC4=CC=C3)C(=O)O (6aR,9S)-7-methyl-4,6,6a,7,8,9-hexahydroindolo[4,3-fg]quinoline-9-carboxylic acid